(3,6-dihydro-2H-pyran-4-yl)-2-(4-nitrophenyl)-4(s)-(m-tolyl)-1H-imidazole O1CCC(=CC1)N1C(=NC(=C1)C=1C=C(C=CC1)C)C1=CC=C(C=C1)[N+](=O)[O-]